8-Benzyl-6-(2-fluorophenyl)-2-(furan-2-ylmethyl)imidazo[1,2-a]pyrazin-3(7H)-on C(C1=CC=CC=C1)C1=C2N(C=C(N1)C1=C(C=CC=C1)F)C(C(=N2)CC=2OC=CC2)=O